C(#N)C1=CC(=C(C=C1)COC1=CC=CC(=N1)C1=C(C=C(C=C1)CC=1N(C2=C(N1)C=CC(=C2)C(=O)O)CC2OCC2)C)F 2-[[4-[6-[(4-cyano-2-fluoro-phenyl)methoxy]-2-pyridyl]-3-methyl-phenyl]methyl]-3-[[oxetan-2-yl]methyl]benzimidazole-5-carboxylic acid